5-(2-Fluoro-6-hydroxy-4-(4,5,6,7-tetrahydropyrazolo[1,5-a]pyridin-3-yl)phenyl)-1,2,5-thiadiazolidin-3-one 1,1-dioxide FC1=C(C(=CC(=C1)C=1C=NN2C1CCCC2)O)N2CC(NS2(=O)=O)=O